1-(4-((2-(2-(Benzyloxy)-4,6-dihydroxybenzoyl)-1,2,3,4-tetrahydroisoquinolin-8-yl)amino)piperidin-1-yl)ethan-1-one C(C1=CC=CC=C1)OC1=C(C(=O)N2CC3=C(C=CC=C3CC2)NC2CCN(CC2)C(C)=O)C(=CC(=C1)O)O